NC1=CC(=C(OC2=C3C(=NC=C2)N(C=C3C=3CCN(CC3)C(CC)=O)COCC[Si](C)(C)C)C(=C1)F)F 1-{4-[4-(4-amino-2,6-difluorophenoxy)-1-{[2-(trimethylsilyl)ethoxy]methyl}-1H-pyrrolo[2,3-b]pyridin-3-yl]-3,6-dihydropyridin-1(2H)-yl}propan-1-one